FC1(CCC(CC1)NN=CC=C1C(OC(OC1=O)(C)C)=O)F 5-(2-(2-(4,4-difluorocyclohexyl)hydrazineylidene)ethylidene)-2,2-dimethyl-1,3-dioxane-4,6-dione